1-(3-methoxypropyl)pyrazol-4-boronic acid pinacol ester COCCCN1N=CC(=C1)B1OC(C)(C)C(C)(C)O1